(1R,3R,4R)-2-((3-chloro-2-methylphenyl)glycyl)-N-((R)-1-cyano-2-((R)-2-oxopiperidin-3-yl)ethyl)-5,5-difluoro-2-azabicyclo[2.2.2]octane-3-carboxamide ClC=1C(=C(C=CC1)NCC(=O)N1[C@H]2CC([C@@H]([C@@H]1C(=O)N[C@H](C[C@@H]1C(NCCC1)=O)C#N)CC2)(F)F)C